4-(2-(2-(2-isopropylphenyl)Pyrrolidin-1-yl)-7-azaspiro[3.5]nonan-7-yl)benzamide C(C)(C)C1=C(C=CC=C1)C1N(CCC1)C1CC2(C1)CCN(CC2)C2=CC=C(C(=O)N)C=C2